C(C1=CC=CC=C1)OC1=C(C=CC=C1)C[C@@H](C(=O)[O-])/N=C(\C1=CC=CC=C1)/C1=C(C=CC=C1)NC(=O)[C@H]1N(CCC1)CC1=CC=CC=C1 (S)-3-(2-(benzyloxy)phenyl)-2-(((E)-(2-((S)-1-benzylpyrrolidine-2-carboxamido)phenyl)(phenyl)methylene)amino)propanoate